2-Propanyl 4-{(3R,5aR,6R,7R,8aS)-6-[(E,3S)-4-(3-chlorophenoxy)-3-hydroxy-1-buten-1-yl]-7-hydroxyoctahydro-2H-cyclopenta[b]oxepin-3-yl}butanoate ClC=1C=C(OC[C@H](/C=C/[C@H]2[C@@H](C[C@@H]3OC[C@@H](CC[C@@H]32)CCCC(=O)OC(C)C)O)O)C=CC1